C1(=CC=CC=C1)C(C#CCCCCCCC)(C(=O)O)C(=O)O phenyldecynedicarboxylic acid